trans-(E)-4-(dimethylamino)-N-[3-[[6-(4-hydroxyphenyl)-1H-indazol-4-yl]oxy]cyclobutyl]but-2-enamide CN(C/C=C/C(=O)N[C@@H]1C[C@H](C1)OC1=C2C=NNC2=CC(=C1)C1=CC=C(C=C1)O)C